OCCOC1=C2C=CC=C(C2=CC=C1)C1(C2=CC=CC=C2C=2C=CC=CC12)C1=CC=CC2=C(C=CC=C12)OCCO 9,9-bis[5-(2-hydroxyethoxy)-1-naphthyl]fluorene